ClC(C(F)(F)F)(C(F)(F)F)Cl 2,2-dichlorohexafluoropropane